O1CCC(=CC1)C1=C(C(=O)O)C(=CC=N1)C1=C(C=CC=C1)F 2-(3,6-dihydro-2H-pyran-4-yl)-4-(2-fluorophenyl)nicotinic acid